N-benzyl-N-(bis(2-methoxyphenyl)phosphaneyl)-1,1-bis(4-(tributylsilyl)phenyl)phosphanamine C(C1=CC=CC=C1)N(P(C1=CC=C(C=C1)[Si](CCCC)(CCCC)CCCC)C1=CC=C(C=C1)[Si](CCCC)(CCCC)CCCC)P(C1=C(C=CC=C1)OC)C1=C(C=CC=C1)OC